2-[3-(trifluoromethyl)phenoxy]ethyl 2-[1-[(4-methylphenyl)methyl]-5-oxopyrrolidin-2-yl]acetat CC1=CC=C(C=C1)CN1C(CCC1=O)CC(=O)OCCOC1=CC(=CC=C1)C(F)(F)F